ClC=1C=CC=2C(C3=CC=C(C=C3C2C1)Cl)N1CCN(CC1)C(=O)C=1C=C2CN(C(C2=CC1)=O)C1C(NC(CC1)=O)=O 3-(5-(4-(3,6-dichloro-9H-fluoren-9-yl)piperazine-1-carbonyl)-1-oxoisoindolin-2-yl)piperidine-2,6-dione